O=C1NC2=CC=CC=C2[C@@H](C1)C(=O)O |r| rac-(R)-2-oxo-1,2,3,4-tetrahydroquinoline-4-carboxylic acid